10-(7-methyl-2-phenylindol-3-yl)-10H-phenothiazine CC=1C=CC=C2C(=C(NC12)C1=CC=CC=C1)N1C2=CC=CC=C2SC=2C=CC=CC12